1-[(3S,5R)-5-(hydroxymethyl)-1-(prop-2-enoyl)pyrrolidin-3-yl]Pyrazole-4-carboxamide 1,1,1-trifluoro-2-methylpropan-2-yl-1H-imidazole-1-carboxylate FC(C(C)(C)OC(=O)N1C=NC=C1)(F)F.OC[C@H]1C[C@@H](CN1C(C=C)=O)N1N=CC(=C1)C(=O)N